N1(CCOCC1)C=1OC2=C(N1)C=C(C=C2)NC(=O)C=2C=CC1=C(N(CCO1)C)C2 4-methyl-3,4-dihydro-2H-benzo[1,4]oxazine-6-carboxylic acid (2-morpholin-4-yl-benzooxazol-5-yl)-amide